CNC(=O)C1=NC(=NC=C1)NC1CCC(CC1)OC1=C2C(NC=NC2=CC(=C1)N1CCOCC1)=O N-methyl-2-[[4-[(7-morpholino-4-oxo-3H-quinazolin-5-yl)oxy]cyclohexyl]amino]pyrimidine-4-carboxamide